C(C)(C)(C)OC(=O)N1CC(CC1)NC1=NC(=NC(=C1)C(=O)N1CCOCC1)NC=1SC(=CN1)C 3-((2-((5-methylthiazol-2-yl)amino)-6-(morpholin-4-carbonyl)pyrimidin-4-yl)amino)pyrrolidine-1-carboxylic acid tert-butyl ester